2-((2-(2,6-Dioxopiperidin-3-yl)-1-oxoisoindolin-4-yl)oxy)-N-(9-(4-(7-(4-(2-hydroxyethyl)piperazin-1-yl)-2-methyl-5-phenylpyrazolo[1,5-a]pyrimidin-3-yl)phenyl)nonyl)-acetamide O=C1NC(CCC1N1C(C2=CC=CC(=C2C1)OCC(=O)NCCCCCCCCCC1=CC=C(C=C1)C=1C(=NN2C1N=C(C=C2N2CCN(CC2)CCO)C2=CC=CC=C2)C)=O)=O